N-[4-amino-8-(trans-4-aminocyclohexyloxy)-5,5-dimethyl-6H-benzo[H]quinazolin-7-yl]acetamide NC1=NC=NC=2C3=C(CC(C12)(C)C)C(=C(C=C3)O[C@@H]3CC[C@H](CC3)N)NC(C)=O